C(C)OC1(COC1)C1=CN(C2=NC=CC(=C21)OC2=C(C=C(C=C2F)NC(OC2=CC=C(C=C2)[N+](=O)[O-])=O)F)COCC[Si](C)(C)C 4-nitrophenyl (4-{[3-(3-ethoxyoxetan-3-yl)-1-{[2-(trimethylsilyl)ethoxy]methyl}-1H-pyrrolo[2,3-b]pyridin-4-yl]oxy}-3,5-difluorophenyl)carbamate